(1-cyano-2-ethoxy-2-oxoethylidenaminooxy)dimethylaminomorpholinocarbenium hexafluorophosphate F[P-](F)(F)(F)(F)F.C(#N)C(C(=O)OCC)=NO[C+](N1CCOCC1)N(C)C